N-((3S,4S)-3-((6-(2,6-dichloro-3,5-di-methoxyphenyl)-8-((oxetan-3-ylmeth-yl)amino)pyrido[3,4-d]pyrimidin-2-yl)amino)tetrahydro-2H-pyran-4-yl)acrylamide ClC1=C(C(=C(C=C1OC)OC)Cl)C1=CC2=C(N=C(N=C2)N[C@@H]2COCC[C@@H]2NC(C=C)=O)C(=N1)NCC1COC1